OC=1C=CC=C2C=CC(=NC12)C(=O)NC=1SC2=C(N1)C=CC(=C2)C(=O)O 2-(8-hydroxyquinoline-2-carboxamido)benzo[d]thiazole-6-carboxylic acid